C(C)(C)(C)OCCN(CCC(C(=O)O)NC(=O)C1=NC=NC=C1Cl)CCCCC1=NC=2NCCCC2C=C1 4-[2-tert-butoxyethyl-[4-(5,6,7,8-tetrahydro-1,8-naphthyridin-2-yl)butyl]amino]-2-[(5-chloropyrimidine-4-carbonyl)amino]butanoic acid